4,4,5,5,5-pentafluoro-2-iodo-1-pentanol FC(CC(CO)I)(C(F)(F)F)F